3-(1-vinyl-1H-imidazol-3-ium-3-yl)propane-1-sulfonate C(=C)N1C=[N+](C=C1)CCCS(=O)(=O)[O-]